magnesium aminocarboxylate NC(=O)[O-].[Mg+2].NC(=O)[O-]